NC1=NC=C(C=N1)C=1C=C(C=C(C1)N1CCOCC1)S(=O)(=O)C1=CC=C(C#N)C=C1 4-((3-(2-aminopyrimidin-5-yl)-5-morpholinophenyl)sulfonyl)benzonitrile